FCCOC[C@]1(COC[C@H](O1)COC1=CC=C(C=C1)C=1C=C(C(NC1C(F)(F)F)=O)C(=O)N)C 5-(4-(((2S,6R)-6-((2-fluoroethoxy)methyl)-6-methyl-1,4-dioxan-2-yl)methoxy)phenyl)-2-oxo-6-(trifluoromethyl)-1,2-dihydropyridine-3-carboxamide